2-{[5-amino-6-fluoro-7-(8-methyl-2,3-dihydro-1H-pyrido[2,3-b][1,4]oxazin-7-yl)quinazolin-2-yl]amino}-6-(propan-2-yl)-7,8-dihydro-4H-pyrazolo[1,5-d][1,4]diazepin-5(6H)-one NC1=C2C=NC(=NC2=CC(=C1F)C1=C(C2=C(OCCN2)N=C1)C)NC1=NN2CCN(C(CC2=C1)=O)C(C)C